NC1=C(C2=C(S1)C([C@@](CC2)(C2=CC=CC=C2)C#N)=O)C(=O)NC2CC2 (S)-2-Amino-6-cyano-N-cyclopropyl-7-oxo-6-phenyl-4,5,6,7-tetrahydrobenzo[b]thiophene-3-carboxamide